Tert-Butyl N-(3-Bromopropyl)-N-(3-{[(Tert-Butoxy)Carbonyl](Methyl)Amino}Propyl)Carbamate BrCCCN(C(OC(C)(C)C)=O)CCCN(C)C(=O)OC(C)(C)C